1-((18,18,18-trifluorooctadecyl)oxy)-3-(trityloxy)propan FC(CCCCCCCCCCCCCCCCCOCCCOC(C1=CC=CC=C1)(C1=CC=CC=C1)C1=CC=CC=C1)(F)F